C1=C(C=CC2=CC=CC=C12)C(=O)N[C@@H](C(=O)N1[C@@H](C[C@@H](C1)N1N=NC=C1C(C)(C)O)C(=O)NC1(CCOCCC1)C(C(=O)N)=O)CC1CCCCC1 (2S,4S)-1-((R)-2-(2-naphthamido)-3-cyclohexylpropanoyl)-N-(4-(2-amino-2-oxoacetyl)oxepan-4-yl)-4-(5-(2-hydroxypropan-2-yl)-1H-1,2,3-triazol-1-yl)pyrrolidine-2-carboxamide